S1C(=NC=C1)N1CCNCC1 4-(thiazol-2-yl)piperazin